C(CCCCC)OC(C(C)C)=O isobutyric acid hexyl ester